9-methyl-5,6-dihydroimidazo[1,2-c]quinazoline CC1=CC=2C=3N(CNC2C=C1)C=CN3